(R)-4-(1-Aminoethyl)-N-(pyridin-4-yl)benzamide dihydrochloride Cl.Cl.N[C@H](C)C1=CC=C(C(=O)NC2=CC=NC=C2)C=C1